(R)-6,6'-bis(4-phenylphenyl)-1,1'-spirobiindan C1(=CC=CC=C1)C1=CC=C(C=C1)C1=CC=C2CCC3(C2=C1)CCC1=CC=C(C=C13)C1=CC=C(C=C1)C1=CC=CC=C1